Dibenzyl N-{(2S)-2-amino-4-[{(1R)-1-[1-benzyl-4-(2,5-difluorophenyl)-1H-pyrrol-2-yl]-2,2-dimethylpropyl}(glycoloyl)amino]butanoyl}-beta-alanyl-D-glutamate N[C@H](C(=O)NCCC(=O)N[C@H](CCC(=O)OCC1=CC=CC=C1)C(=O)OCC1=CC=CC=C1)CCN(C(CO)=O)[C@H](C(C)(C)C)C=1N(C=C(C1)C1=C(C=CC(=C1)F)F)CC1=CC=CC=C1